2-(4-((1-(2-(2,6-dioxopiperidin-3-yl)-1,3-dioxoisoindolin-5-yl)azetidin-3-yl)ethynyl)-1H-pyrazol-1-yl)-2-(methyl-d3)-N-(2-(prop-1-yn-1-yl)-4-(trifluoromethyl)phenyl)propanamide-d3 O=C1NC(CCC1N1C(C2=CC=C(C=C2C1=O)N1CC(C1)C#CC=1C=NN(C1)C(C(=O)NC1=C(C=C(C=C1)C(F)(F)F)C#CC)(C([2H])([2H])[2H])C([2H])([2H])[2H])=O)=O